C(C1=CC=CC=C1)OCC1OC(OC1)(C)C 4-(benzooxymethyl)-2,2-dimethyl-1,3-dioxolan